CC1=C(C(=CC(=C1)O)C)SSC1=C(C=C(C=C1C)O)C 2,6-dimethyl-4-hydroxyphenyl disulfide